OC(=O)C(F)(F)F.ClC=1C=CC(=NC1)C1(OC2=C(O1)C=CC=C2C2CCNCC2)C 5-chloro-2-(2-methyl-4-(piperidin-4-yl)benzo[d][1,3]dioxol-2-yl)pyridine TFA salt